O1CCC(=CC1)C1=NN2C(N(C(=C(C2=O)C2CCN(CC2)C(C2=NC=CC=C2O)=O)C)CC(=O)NC2=CC=C(C=C2)C(F)(F)F)=N1 2-(2-(3,6-dihydro-2H-pyran-4-yl)-6-(1-(3-hydroxypicolinoyl)piperidin-4-yl)-5-methyl-7-oxo-[1,2,4]triazolo[1,5-a]pyrimidin-4(7H)-yl)-N-(4-(trifluoromethyl)phenyl)acetamide